FC=1C(=NC(=NC1)NC1=CC=C(C=C1)N1CCOCC1)OCC1CCC(CC1)(O)C 4-(((5-fluoro-2-((4-morpholinophenyl)amino)pyrimidin-4-yl)oxy)methyl)-1-methylcyclohexan-1-ol